(2R,3R,4R,5R)-2-(4-aminopyrrolo[2,1-f][1,2,4]triazin-7-yl)-2-cyano-5-((((((S)-1-ethoxy-1-oxopropan-2-yl)amino)(phenoxy)phosphoryl)oxy)methyl)tetrahydrofuran-3,4-diyl diacetate C(C)(=O)O[C@H]1[C@](O[C@@H]([C@H]1OC(C)=O)COP(=O)(OC1=CC=CC=C1)N[C@H](C(=O)OCC)C)(C#N)C1=CC=C2C(=NC=NN21)N